CN1N=C(C2=CC(=CC=C12)O)[N+](=O)[O-] 1-Methyl-3-nitro-indazol-5-ol